(1r,4r)-4-(3-chloroanilino)-2'-(2-{[(6,7-dihydro-5H-cyclopenta[b]pyridin-4-yl)oxy]methyl}-3-methoxypropyl)-2',3'-dihydrospiro[cyclohexane-1,1'-indene]-4-carboxylic acid ClC=1C=C(NC2(CCC3(C(CC4=CC=CC=C34)CC(COC)COC3=C4C(=NC=C3)CCC4)CC2)C(=O)O)C=CC1